FC1=C2C=C(C=C(C2=C(C=C1)C#C[Si](C(C)C)(C(C)C)C(C)C)O)OCOC 5-fluoro-3-(methoxymethoxy)-8-(2-triisopropylsilylethynyl)naphthalen-1-ol